2-hydroxy-6-(trifluoromethyl)-pyridine-3-carbonitrile OC1=NC(=CC=C1C#N)C(F)(F)F